1-cyclopropyl-N-(3-fluorophenyl)-N-({5-[5-(trifluoromethyl)-1,2,4-oxadiazol-3-yl]pyridin-2-yl}methyl)piperidine-4-carboxamide C1(CC1)N1CCC(CC1)C(=O)N(CC1=NC=C(C=C1)C1=NOC(=N1)C(F)(F)F)C1=CC(=CC=C1)F